The molecule is a member of the class of benzothiazoles that is 4-chloro-1,3-benzothiazol-2(3H)-one which is substituted on the nitrogen by a carboxymethyl group and at position 4 by chlorine. A post-emergence herbicide used (generally as a salt or ester) for the control of annual weeds in wheat and oilseed rape. It is not approved for use with the European Union. It has a role as a herbicide and a synthetic auxin. It is a member of benzothiazoles, a monocarboxylic acid and an organochlorine pesticide. It is a conjugate acid of a benazolin(1-). C1=CC2=C(C(=C1)Cl)N(C(=O)S2)CC(=O)O